NC1(CNC2=NC=C(C=C21)Br)C=O (3-amino)(5-bromo-1H-pyrrolo[2,3-b]pyridin-3-yl)methanone